4-(4-((1R,5S)-3,8-diazabicyclo[3.2.1]octan-3-yl)-8-fluoro-2-(((2R,7aS)-2-fluorotetrahydro-1H-pyrrolizin-7a(5H)-yl)methoxy)quinazolin-7-yl)-5-ethynyl-6-fluoronaphthalen-2-ol [C@H]12CN(C[C@H](CC1)N2)C2=NC(=NC1=C(C(=CC=C21)C2=CC(=CC1=CC=C(C(=C21)C#C)F)O)F)OC[C@]21CCCN1C[C@@H](C2)F